tert-butyl 4-[4-[4-[(2,6-dioxo-3-piperidyl)-methyl-amino]-2-fluoro-phenyl]piperazin-1-yl]-3,3-difluoro-piperidine-1-carboxylate O=C1NC(CCC1N(C1=CC(=C(C=C1)N1CCN(CC1)C1C(CN(CC1)C(=O)OC(C)(C)C)(F)F)F)C)=O